n-butyltris(butoxy)tin C(CCC)[Sn](OCCCC)(OCCCC)OCCCC